C(\C=C\C(=O)O)(=O)O.COC1=C(C2=CC=CC=C2C=C1)CCN(C)C 2-(2-methoxynaphthalen-1-yl)-N,N-dimethylethan-1-amine fumarate